8-chloro-4-[cyclopropylmethyl-[1-(2-pyrimidin-2-yl-1,2,4-triazol-3-yl)ethyl]amino]-6-(trifluoromethyl)-1H-quinazolin-2-one ClC=1C=C(C=C2C(=NC(NC12)=O)N(C(C)C=1N(N=CN1)C1=NC=CC=N1)CC1CC1)C(F)(F)F